O1CCC(CC1)C(=O)NCC(=O)O 2-(tetrahydro-2H-pyran-4-carboxamido)acetic acid